N-[(6-Amino-2-pyridyl)sulfonyl]-6-[4-(trifluoromethyl)phenyl]-2-(2,4,6-trimethylphenoxy)pyridin-3-carboxamid NC1=CC=CC(=N1)S(=O)(=O)NC(=O)C=1C(=NC(=CC1)C1=CC=C(C=C1)C(F)(F)F)OC1=C(C=C(C=C1C)C)C